CC=1NC(=C(C(C1C(=O)OC(C)(C)C)C1=CC(=C2C=CC=CC=C12)C(=O)OC)C(=O)OC(C)(C)C)C 2,6-dimethyl-4-(3-methoxycarbonyl-1-azulenyl)-3,5-di-tert-butoxycarbonyl-1,4-dihydropyridine